Cl.C(#N)C1=CC=2N(N=C1)C(=CC2)C2=CC(=C(C=N2)C2=NN=C(S2)N2C[C@H]1CC[C@@H](C2)C1NC(=O)N1CCNCC1)NC(C)C N-((1R,5S,8s)-3-(5-(6-(3-cyanopyrrolo[1,2-b]pyridazin-7-yl)-4-(isopropylamino)pyridin-3-yl)-1,3,4-thiadiazol-2-yl)-3-azabicyclo[3.2.1]oct-8-yl)piperazine-1-carboxamide hydrochloride